CN1CC=2C(C=3C=CC=C(C13)[N+](=O)[O-])=NN(N2)C([2H])([2H])[2H] 5-methyl-2-(methyl-d3)-6-nitro-4,5-dihydro-2H-[1,2,3]triazolo[4,5-c]quinoline